1-{1-[2-(1-phenyl-1H-pyrazol-4-yl)-1,3-thiazole-4-carbonyl]piperidin-4-yl}ethan-1-amine C1(=CC=CC=C1)N1N=CC(=C1)C=1SC=C(N1)C(=O)N1CCC(CC1)C(C)N